N-(PYRIDINYL)PYRIMIDINE-2-AMINE N1=C(C=CC=C1)NC1=NC=CC=N1